The molecule is a retinoate that is the conjugate base of 11-cis-retinoic acid, obtaained by deprotonation of the carboxy group; major species at pH 7.3. It is a conjugate base of an 11-cis-retinoic acid. CC1=C(C(CCC1)(C)C)/C=C/C(=C/C=C\\C(=C\\C(=O)[O-])\\C)/C